[Zn].C1(CCCCC1)I cyclohexyl-(iodine) Zinc